C[N+](C)(C)CN1C2=C(C=CC(=C2)Cl)N=N1.F[P-](F)(F)(F)(F)F 2-(6-chloro-1H-benzotriazole-1-yl)-1,1,3,3-tetramethylammonium hexafluorophosphate